2-cyclopropyl-5-(methylsulfonyl)thiophene C1(CC1)C=1SC(=CC1)S(=O)(=O)C